2-((2S,4S)-5-Chloro-6-fluoro-2-phenyl-2-((S)-pyrrolidin-2-yl)indolin-4-yl)-3-fluoro-4-(2-hydroxyethoxy)benzamide ClC=1C(=C2C[C@@](NC2=CC1F)([C@H]1NCCC1)C1=CC=CC=C1)C1=C(C(=O)N)C=CC(=C1F)OCCO